4-methoxy-pyrazolo[1,5-a]pyridine-3-carbonitrile COC=1C=2N(C=CC1)N=CC2C#N